tert-butyl 5-((diphenoxyphosphoryl) oxy)-3-methyl-2,3-dihydro-4H-1,4-oxazine-4-carboxylate O(C1=CC=CC=C1)P(=O)(OC1=CC=CC=C1)OC=1N(C(COC1)C)C(=O)OC(C)(C)C